Cl\C=C(\C(CC(F)(F)F)Cl)/C(F)(F)F (E)-1,3-dichloro-5,5,5-trifluoro-2-(trifluoromethyl)pent-1-ene